COC=1C=2N(C=C(N1)NC(=O)C=1N=CC(=NC1)N1CC3(CN(C3)C(=O)OC(C)(C)C)C1)C=C(N2)C tert-butyl 6-(5-((8-methoxy-2-methylimidazo[1,2-a]pyrazin-6-yl) carbamoyl) pyrazin-2-yl)-2,6-diazaspiro[3.3]heptane-2-carboxylate